FC=1C=C2[C@H]3CCCN3C=3C=CN4N=CC(NC([C@H](CCC2=CC1)C)=O)=C4N3 (6R,15S)-9-fluoro-15-methyl-2,17,20,21,24-pentaazapentacyclo[16.5.2.02,6.07,12.021,25]pentacosane-1(24),7,9,11,18(25),19,22-heptaene-16-one